3-(cyclopropylamino)-3-oxopropionic acid C1(CC1)NC(CC(=O)O)=O